BrCCCCCCCCCCCCCCCCCCCCCCCCCCCCCC bromotriacontane